4-[3-(3-chloro-5-trifluoromethyl-phenyl)-3-trifluoromethyl-3-hydroxy-propionyl]-2-methyl-benzoic acid ClC=1C=C(C=C(C1)C(F)(F)F)C(CC(=O)C1=CC(=C(C(=O)O)C=C1)C)(O)C(F)(F)F